ClC1=C(C#N)C=CC(=C1)OC1=NC=C(C=C1)N1C(NC(C1=O)(C)C)=O 2-chloro-4-{[5-(4,4-dimethyl-2,5-dioxo-1-imidazolidinyl)-2-pyridinyl]oxy}benzonitrile